t-hexylperoxymethyl monocarbonate C(OCOOC(C)(C)CCC)([O-])=O